FC1(CCC2=C(C=CC=C12)[C@@H](C)NC1=C2C(=NC(=N1)C)N(C(N(C2)C2CCOCC2)=O)C)F (R)-5-((1-(1,1-difluoro-2,3-dihydro-1H-inden-4-yl)ethyl)amino)-1,7-dimethyl-3-(tetrahydro-2H-pyran-4-yl)-3,4-dihydropyrimido[4,5-d]pyrimidin-2(1H)-one